ClC1=C(CNC2=NC(=NC=3N2N=CC3C(C)C)N[C@@H]3CNC(CC3)(C)C)C=C(C=C1)[N+](=O)[O-] (S)-N4-(2-chloro-5-nitrobenzyl)-N2-(6,6-diMethylpiperidin-3-yl)-8-isopropylpyrazolo[1,5-a][1,3,5]triazine-2,4-diamine